5-bromo-7-fluorobenzofuran-2-carboxylic acid BrC=1C=C(C2=C(C=C(O2)C(=O)O)C1)F